9-(3-(2-morpholinothiazol-4-yl)phenoxy)nonanoic acid O1CCN(CC1)C=1SC=C(N1)C=1C=C(OCCCCCCCCC(=O)O)C=CC1